C(C)C1=C(C(=O)O)C=CC(=C1)C(=O)O.C(C1=CC=C(C(=O)OC)C=C1)(=O)OCC ethyl methyl terephthalate (ethyl terephthalate)